tri(mesityl)phosphine C1(=C(C(=CC(=C1)C)C)P(C1=C(C=C(C=C1C)C)C)C1=C(C=C(C=C1C)C)C)C